CC1(O[C@H]2[C@H]([C@H](OC[C@@H]2NC2=NC(=CN=C2)C(F)(F)F)CNC)O1)C N-((3aS,4R,7S,7aR)-2,2-dimethyl-4-((methylamino)methyl)tetrahydro-4H-[1,3]dioxolo[4,5-c]pyran-7-yl)-6-(trifluoromethyl)pyrazin-2-amine